(S)-5-(3,5-difluorophenyl)-2-phenyl-2,5,6,7-tetrahydro-3H-pyrrolo[2,1-c][1,2,4]triazol-3-one FC=1C=C(C=C(C1)F)[C@@H]1CCC2=NN(C(N21)=O)C2=CC=CC=C2